NC=1C(=C(C=CC1)C=1C(=NN(C1)C1=CC=C(C=C1)N1CCN(CC1)C(=O)OC(C)(C)C)C1=CC=NC=C1)F tert-butyl 4-{4-[4-(3-amino-2-fluorophenyl)-3-(pyridin-4-yl)pyrazol-1-yl]phenyl}piperazine-1-carboxylate